N-ethyl-4-{[3-(4-{[(3S,4R)-3-fluoro-1-methylpiperidin-4-yl]amino}-1-(2,2,2-trifluoroethyl)-1H-indol-2-yl)prop-2-yn-1-yl]amino}-3-hydroxybenzamide C(C)NC(C1=CC(=C(C=C1)NCC#CC=1N(C2=CC=CC(=C2C1)N[C@H]1[C@H](CN(CC1)C)F)CC(F)(F)F)O)=O